C[SiH](C1=CC=C(C=C1)C(C)(C)C)C1=CC=C(C=C1)C(C)(C)C methyldi(4-tert-butylphenyl)silane